8-methyl-4-dodecene CC(CCC=CCCC)CCCC